[Mg+2].C(C1=CC=CC=C1)(=O)[O-].C(C1=CC=CC=C1)(=O)[O-] di-benzoate magnesium